(+)-2-(2-ethoxy-3-pyridyl)-7-methyl-N-[(1-methyl-1,2,4-triazol-3-yl)methyl]-5-[1-methylpropyl]imidazo[1,5-b]pyridazin-4-amine C(C)OC1=NC=CC=C1C=1C=C(C=2N(N1)C(=NC2C(CC)C)C)NCC2=NN(C=N2)C